N-((7R)-2-cyano-2-azabicyclo[2.2.1]heptan-7-yl)-4-(3-((4-fluorophenyl)thio)pyridin-4-yl)benzamide C(#N)N1C2CCC(C1)[C@H]2NC(C2=CC=C(C=C2)C2=C(C=NC=C2)SC2=CC=C(C=C2)F)=O